BrC=1C=C(C=C(C1)F)C1(CC(C1)C)C=1N(C(=NN1)S)C 5-[1-(3-bromo-5-fluorophenyl)-3-methylcyclobutyl]-4-methyl-1,2,4-triazole-3-thiol